1,3-bis(diethylamino)-2-propanone C(C)N(CC(CN(CC)CC)=O)CC